1-(4-chloro-3-(3-methyl-1,2,4-oxadiazol-5-yl)-1-phenyl-1H-pyrazol-5-yl)-3-((3S,4R)-4-(3,4-difluorophenyl)-1-(2-methoxyethyl)pyrrolidin-3-yl)urea ClC=1C(=NN(C1NC(=O)N[C@@H]1CN(C[C@H]1C1=CC(=C(C=C1)F)F)CCOC)C1=CC=CC=C1)C1=NC(=NO1)C